C(CCCCCCCCCCCCCCC(C)C)(=O)[O-].[K+] potassium iso-stearate